FC1(CC(C1)(C)CN1N=C(C(=C1C(=O)OCC)C(F)(F)F)C(C)(F)F)F Ethyl 1-((3,3-difluoro-1-methylcyclobutyl)methyl)-3-(1,1-difluoroethyl)-4-(trifluoromethyl)-1H-pyrazole-5-carboxylate